5-(3-((2r,5s)-5-amino-1,3-dioxan-2-yl)propyl)-N3-methyl-1-((S)-1-phenylethyl)-1H-pyrazole-3,5-dicarboxamide NC1COC(OC1)CCCC1(C=C(NN1[C@@H](C)C1=CC=CC=C1)C(=O)NC)C(=O)N